6-(4-(5-((2,7-diazaspiro[3.5]nonan-2-yl)methyl)pyridin-2-yl)indolin-1-yl)-N-((1R,2R)-2-methoxycyclobutyl)-8-(methylamino)imidazo[1,2-b]pyridazine-3-carboxamide trifluoroacetate FC(C(=O)O)(F)F.C1N(CC12CCNCC2)CC=2C=CC(=NC2)C2=C1CCN(C1=CC=C2)C=2C=C(C=1N(N2)C(=CN1)C(=O)N[C@H]1[C@@H](CC1)OC)NC